C(C)[C@H]1N(C[C@@H](NC1)CC)C(C)C1=CC2=C(N=C(S2)C)C=C1F 6-(1-((2R,5S)-2,5-diethylpiperazin-1-yl)ethyl)-5-fluoro-2-methylbenzo[d]thiazole